COC1=CC=C(C=N1)CO[C@H]1CCN(C1)CC1=CN=CC(=C1)NC (3S,4S)-4-((6-methoxypyridin-3-yl)methoxy)-1-(5-(methylamino)nicotinyl)pyrrolidine